C(C)(C)N(P(OCCC#N)O[C@@H]1CO[C@H](C=C1)CCCP(=O)(OC)OC)C(C)C 2-cyanoethyl ((3S,6S)-6-(3-(dimethoxyphosphoryl) propyl)-3,6-dihydro-2H-pyran-3-yl) diisopropylphosphoramidite